ClC=1C(=NC=C(C1)C(F)(F)F)OC1=CC=C(OC(C(=O)Cl)C)C=C1 2-(4-((3-chloro-5-(trifluoromethyl)pyridin-2-yl)oxy)phenoxy)propionyl chloride